C(#N)C=1C(=NC(=C(C1CC)C#N)N1CCC(CC1)N1CCCC1)SCC=1C=C2C=CN(C2=CC1)C(=O)OC(C)(C)C tert-butyl 5-(((3,5-dicyano-4-ethyl-6-(4-(pyrrolidin-1-yl) piperidin-1-yl) pyridin-2-yl) thio) methyl)-1H-indole-1-carboxylate